C(C)(CC)C1OC2(CC(C1CC2)C)C 3-sec-Butyl-1,5-dimethyl-2-oxa-bicyclo[2.2.2]octane